CON1C(CNCC1)C1=CC=CC=C1 N-methoxyphenyl-piperazine